FC1=C(C(=O)NC(=O)NC2=CC(=C(C=C2)Cl)F)C(=CC=C1)F N-(2,6-difluorobenzoyl)-N'-(3-fluoro-4-chlorophenyl)urea